FC1=CC(=C(C=C1)C=1C=CC=C2C=NC(=NC12)NC=1C=C(C=C(C1)C)NC(=O)C1=CC=C(C(=O)OCC)C=C1)OC(C)C ethyl 4-((3-((8-(4-fluoro-2-isopropoxyphenyl)quinazolin-2-yl)amino)-5-methylphenyl)carbamoyl)benzoate